FC(C1=C2C(=NNC1)C(CC2)C(=O)N)(F)F 4-(trifluoromethyl)-3,5,6,7-tetrahydro-2H-cyclopenta[c]pyridazine-7-carboxamide